methyl (trans)-4-(4-(4-((4-chloro-5-(trifluoromethyl)pyrimidin-2-yl)amino)-3-methoxyphenyl)piperazin-1-yl)adamantan-1-carboxylate ClC1=NC(=NC=C1C(F)(F)F)NC1=C(C=C(C=C1)N1CCN(CC1)C1C2CC3(CC(CC1C3)C2)C(=O)OC)OC